cinnamic acid, benzyl ester C(C=CC1=CC=CC=C1)(=O)OCC1=CC=CC=C1